(2S,4R)-N-[2-(4-acetamidophenyl)ethyl]-1-[(2S)-2-(4-cyclopropyltriazol-1-yl)-3,3-dimethyl-butanoyl]-4-hydroxy-pyrrolidine-2-carboxamide C(C)(=O)NC1=CC=C(C=C1)CCNC(=O)[C@H]1N(C[C@@H](C1)O)C([C@H](C(C)(C)C)N1N=NC(=C1)C1CC1)=O